C(C)OC=1C(=CC2=C(OCCN2C)N1)S(=O)(=O)N1CCC2(C[C@@H](CO2)NC[C@@H](COC=2C=C(C=CC2)S(=O)(=O)NC)O)CC1 3-((S)-3-((S)-8-(6-ethoxy-1-methyl-2,3-dihydro-1H-pyrido[2,3-b][1,4]oxazin-7-ylsulfonyl)-1-oxa-8-azaspiro[4.5]dec-3-ylamino)-2-hydroxypropoxy)-N-methylbenzenesulfonamide